2-methoxy-4-[4-(4-methylpiperazin-1-yl)-1-piperidyl]aniline COC1=C(N)C=CC(=C1)N1CCC(CC1)N1CCN(CC1)C